ClC=1C=C2C=NN(C2=CC1N1CCN(CC1)C1CS(C1)(=O)=O)C=1C=NN(C1)C1CC1 3-(4-(5-chloro-1-(1-cyclopropyl-1H-pyrazol-4-yl)-1H-indazol-6-yl)piperazin-1-yl)thietane 1,1-dioxide